(3R,4S)-4-((R)-5H-imidazo[5,1-a]isoindol-5-yl)tetrahydrofuran-3-ol C=1N=CN2C1C1=CC=CC=C1[C@H]2[C@@H]2[C@H](COC2)O